COC1=NC=C(C=N1)[C@H](CC(=O)O)N1N=C2C=C(C=CC2=C1)CCC1=NC=2NCCCC2C=C1 (S)-3-(2-Methoxypyrimidin-5-yl)-3-(6-(2-(5,6,7,8-tetrahydro-1,8-naphthyridin-2-yl)ethyl)-2H-indazol-2-yl)propanoic acid